2-(3,4-dimethoxy-phenyl)-N-(2,6-di-methylphenyl)imidazo[1,2-a]pyrazin-3-amine COC=1C=C(C=CC1OC)C=1N=C2N(C=CN=C2)C1NC1=C(C=CC=C1C)C